5-{4-[(3-Methylbutyl)amino]-3-(trifluoromethyl)phenyl}-3,6-dihydro-2H-1,3,4-oxadiazin-2-one CC(CCNC1=C(C=C(C=C1)C1=NNC(OC1)=O)C(F)(F)F)C